(8-(5-((3,4-dichlorophenyl)difluoromethyl)-1,3,4-oxadiazol-2-yl)-2-(3,3-dimethyloxirane-2-carbonyl)-2,6-diazaspiro[3.4]octan-6-yl)(thiazol-5-yl)methanone ClC=1C=C(C=CC1Cl)C(C1=NN=C(O1)C1CN(CC12CN(C2)C(=O)C2OC2(C)C)C(=O)C2=CN=CS2)(F)F